[C-]1=CC=CC=2SC3=C(C21)C=CC=C3 dibenzothiophen-1-ide